CC1=CC=NC(=C1)C 4,6-dimethylpyridin